C(C1=CC=CC=C1)N1CC(CC1=O)C(=O)N1CCN(C2(C1)CCN(C(CC2)=O)CC(=O)O)C 2-(4-(1-benzyl-5-oxo-pyrrolidine-3-carbonyl)-1-methyl-10-oxo-1,4,9-triazaspiro[5.6]dodecan-9-yl)acetic acid